NCC(CN1N=CN(C1=O)C1=NC=C(C=C1C)C=1C=NC(=CC1)C(F)(F)F)=C(F)F 2-[2-(aminomethyl)-3,3-difluoro-allyl]-4-[3-methyl-5-[6-(trifluoromethyl)-3-pyridyl]-2-pyridyl]-1,2,4-triazol-3-one